tert-Butyl 2-(3-Acetyl-7-((allyloxy)methyl)-5-(2-methylpyrimidin-5-yl)-1H-indazol-1-yl)acetate C(C)(=O)C1=NN(C2=C(C=C(C=C12)C=1C=NC(=NC1)C)COCC=C)CC(=O)OC(C)(C)C